C(C)OC(=O)C=1C=NC(=NC1)N1CCNCC1 piperazin-1-yl-pyrimidine-5-carboxylic acid ethyl ester